C1CCCC(CCCCCC1C(=O)O)C(=O)O.C1=CC=CC=C1 benzene cycloundecane-5,11-dicarboxylate